[2-(methacryloyloxy)ethyl]dimethylbenzylammonium chloride [Cl-].C(C(=C)C)(=O)OCC[N+](CC1=CC=CC=C1)(C)C